N-[3-(Trimethoxysilyl)propyl]ethylendiamin CO[Si](CCCNCCN)(OC)OC